2-((1R,5S,6R)-3-(2-(((S)-1-cyclopropylethyl)amino)-6-(trifluoromethyl)pyrimidin-4-yl)-3-azabicyclo[3.1.0]hex-6-yl)acetic acid C1(CC1)[C@H](C)NC1=NC(=CC(=N1)N1C[C@@H]2C([C@@H]2C1)CC(=O)O)C(F)(F)F